ClC=1C=C(C(N(N1)C1CC1)=O)C 6-chloro-2-cyclopropyl-4-methylpyridazin-3(2H)-one